prop-1-en-1-yl-benzene tert-butyl-(E)-(3-fluoro-2-((3-fluoro-5-formylphenoxy)methyl)allyl)-carbamate C(C)(C)(C)N(C(O)=O)C/C(=C\F)/COC1=CC(=CC(=C1)C=O)F.C(=CC)C1=CC=CC=C1